2-bromo-4-iodo-N-(2-methoxyethyl)aniline titanium [Ti].BrC1=C(NCCOC)C=CC(=C1)I